CNCCCC(O[SiH](OC)OC)CCCNC bis(3-(methylamino)propyl)trimethoxysilane